2-chloro-4-(2,4-difluoro-5-(trifluoromethyl)phenyl)-6,7-dimethylpteridine ClC1=NC2=NC(=C(N=C2C(=N1)C1=C(C=C(C(=C1)C(F)(F)F)F)F)C)C